C(C)(=O)N1C(SCC1)=S acetylthiazolidine-2-thione